COC1=CC=2N(C=C1C(=O)NC1=C(C(=CC(=C1)C)C)OC)C=C(N2)C2CCOCC2 7-methoxy-N-(2-methoxy-3,5-dimethylphenyl)-2-(tetrahydro-2H-pyran-4-yl)imidazo[1,2-a]pyridine-6-carboxamide